C(=CCCCCCCCCC)C(=O)[C@H](OP(=O)(O)O)[C@@H](O)[C@H](O)[C@H](O)CO undecenyl-phosphoglucose